2-[1-[(4-methylphenyl)methyl]-5-oxopyrrolidin-2-yl]-N-(trifluoromethylsulfonyl)acetamid CC1=CC=C(C=C1)CN1C(CCC1=O)CC(=O)NS(=O)(=O)C(F)(F)F